CC1=NC(=CC(=C1)C=1NC2=CC(=CC=C2C1C)C=1C=CC(=NC1)C=1CCN(CC1)C(=O)OC(C)(C)C)C tert-butyl 5-(2-(2,6-dimethylpyridin-4-yl)-3-methyl-1H-indol-6-yl)-3',6'-dihydro-[2,4'-bipyridine]-1'(2'H)-carboxylate